N1(CCOCC1)C=1N=NC(=CN1)C(=O)N 3-morpholinyl-1,2,4-triazine-6-carboxamide